N-benzyl-4,9-dioxo-4,9-dihydrothiazolo[5,4-g]isoquinoline-2-carboxamide C(C1=CC=CC=C1)NC(=O)C=1SC=2C(C=3C=CN=CC3C(C2N1)=O)=O